C1(CCCCC1)N=C=C(C(=O)OC)C1=CC=CC=C1 methyl 3-(cyclohexylimino)-2-phenylacrylate